C(C)(C)C1=C(C=CC=C1)C1=NC=C2N=C(N(C2=N1)CC1=CC=C(C=C1)C=1N(C=C(N1)C(F)(F)F)C)N(C)C 2-(2-isopropylphenyl)-N,N-dimethyl-9-(4-(1-methyl-4-(trifluoromethyl)-1H-imidazol-2-yl)benzyl)-9H-purin-8-amine